NC1=C2CCCC2=CC=C1C=1C=C(OCCCN2N=C(C=C2)S(=O)(=O)N(CC2=CC=C(C=C2)OC)CC2=CC=C(C=C2)OC)C=CC1 1-(3-(3-(4-amino-2,3-dihydro-1H-inden-5-yl)phenoxy)propyl)-N,N-bis(4-methoxybenzyl)-1H-pyrazole-3-sulfonamide